ethyl 2-methyl-4-keto-5-(3,5-dimethylphenyl)-8-(1-(4-isobutylphenyl) ethyl)-furo[3,2-e][1,3,4]triazolo[1,5-a]pyrimidine-3-carboxylate CC1=C(C=2C(N(C=3N(C2O1)C(=NN3)C(C)C3=CC=C(C=C3)CC(C)C)C3=CC(=CC(=C3)C)C)=O)C(=O)OCC